C(C)C=1C(NC=2C=C(C=NC2C1)CN1CCN(CC1)C=1C=CC(=NC1)C(=O)N1CCC(CC1)OC1CCN(CC1)C(=O)OC(C)(C)C)=O tert-butyl 4-[[1-[5-[4-[(7-ethyl-6-oxo-5H-1,5-naphthyridin-3-yl)methyl]piperazin-1-yl]pyridine-2-carbonyl]-4-piperidyl]oxy]piperidine-1-carboxylate